tert-butyl (3S)-3-[dideuterio(hydroxy)methyl]piperidine-1-carboxylate [2H]C([C@@H]1CN(CCC1)C(=O)OC(C)(C)C)(O)[2H]